BrC1=C(C=C2C(=CC(=NC2=C1F)Cl)Cl)Cl 7-bromo-2,4,6-trichloro-8-fluoroquinoline